4-(2-naphthoyl)piperidine-1-carboxylic acid tert-butyl ester C(C)(C)(C)OC(=O)N1CCC(CC1)C(=O)C1=CC2=CC=CC=C2C=C1